tert-butyl (3R,5R)-3-((4-(4-chloro-2-fluorophenyl)pyrido[3,4-d]pyridazin-1-yl)amino)-5-fluoropiperidine-1-carboxylate ClC1=CC(=C(C=C1)C=1N=NC(=C2C1C=NC=C2)N[C@H]2CN(C[C@@H](C2)F)C(=O)OC(C)(C)C)F